C1(C=CC=C1)[Sn](CCCC)(CCCC)CCCC cyclopentadienyl-tributyl-tin